CC=1N=C(C2=C(N1)CCC2)N2CC=1C=C(C=NC1CC2)C(F)(F)F 6-(2-methyl-6,7-dihydro-5H-cyclopenta[d]pyrimidin-4-yl)-3-(trifluoromethyl)-7,8-dihydro-5H-1,6-naphthyridine